(3-furyl)alanine O1C=C(C=C1)N[C@@H](C)C(=O)O